N-[3-methyl-5-[2-methyl-5-[[(1S,5R,7s)-3-oxa-9-azabicyclo[3.3.1]nonan-7-yl]oxy]-4-pyridyl]pyrazolo[1,5-a]pyridin-2-yl]cyclopropanecarboxamide CC=1C(=NN2C1C=C(C=C2)C2=CC(=NC=C2OC2C[C@@H]1COC[C@H](C2)N1)C)NC(=O)C1CC1